4-[[3-(2,3-difluoro-4-methoxyphenyl)imidazo[1,2-a]pyrazin-8-yl]amino]-2-methylbenzamide FC1=C(C=CC(=C1F)OC)C1=CN=C2N1C=CN=C2NC2=CC(=C(C(=O)N)C=C2)C